6-[4-(difluoromethyl)phenyl]-N-[(2S)-1-hydroxy-prop-2-yl]-2-(1-methyl-1H-pyrazol-4-yl)-3-oxo-2,3-dihydropyridazine-4-carboxamide FC(C1=CC=C(C=C1)C=1C=C(C(N(N1)C=1C=NN(C1)C)=O)C(=O)N[C@H](CO)C)F